2-[[(9S)-7-(4-chlorophenyl)-5-ethyl-13-methyl-3-thia-1,8,11,12-tetrazatricyclo[8.3.0.02,6]trideca-2(6),4,7,10,12-pentaen-9-yl]methyl]oxazole ClC1=CC=C(C=C1)C=1C=2C(=CSC2N2C(=NN=C2[C@@H](N1)CC=1OC=CN1)C)CC